1H-inden-3-yl 2-methoxyacetate COCC(=O)OC1=CCC2=CC=CC=C12